(1-(azetidin-3-yl)-1H-pyrazol-4-yl)-7-chloro-2-((2R,4S)-2-(2,5-difluorophenyl)-4-fluoropyrrolidin-1-yl)-1,5-naphthyridine N1CC(C1)N1N=CC(=C1)C=1C(=NC2=CC(=CN=C2C1)Cl)N1[C@H](C[C@@H](C1)F)C1=C(C=CC(=C1)F)F